(3S)-11-(5-chloro-2,4-difluorophenyl)-8-((3S,5R)-3,5-dimethylpiperazin-1-yl)-3-(pyrrolidin-1-yl)-10-(trifluoromethyl)-3,4-dihydro-2H,6H-[1,4]thiazepino[2,3,4-ij]quinazolin-6-one ClC=1C(=CC(=C(C1)C1=C(C=C2C(=NC(N3C2=C1SC[C@H](C3)N3CCCC3)=O)N3C[C@@H](N[C@@H](C3)C)C)C(F)(F)F)F)F